C[C@H](CCCC(C)C)[C@H]1CC[C@@H]2[C@@]1(CC[C@H]3[C@H]2[C@@H](CC4=CC(=O)CC[C@]34C)O)C 7-α-hydroxy-4-cholesten-3-one